1-(4-(5,5-Dimethyl-5,6-dihydro-4H-pyrrolo[1,2-b]pyrazol-3-yl)pyridin-2-yl)-3-((1r,4r)-4-((2-methoxyethyl)amino)cyclohexyl)urea CC1(CC=2N(N=CC2C2=CC(=NC=C2)NC(=O)NC2CCC(CC2)NCCOC)C1)C